1-(4-(4-Amino-7-isopropyl-7H-pyrrolo[2,3-d]pyrimidin-5-yl)phenyl)-3-(3-(perfluoropropyl)phenyl)urea 2,2,2-trifluoroacetate FC(C(=O)O)(F)F.NC=1C2=C(N=CN1)N(C=C2C2=CC=C(C=C2)NC(=O)NC2=CC(=CC=C2)C(C(C(F)(F)F)(F)F)(F)F)C(C)C